(R)-4-((2-oxaspiro[3.3]heptan-5-yl)amino)-3-methoxy-N-(5-(5-methyl-1H-pyrazol-1-yl)-1,3,4-thiadiazol-2-yl)-2-oxo-2H-pyran-6-carboxamide C1OCC12[C@@H](CC2)NC2=C(C(OC(=C2)C(=O)NC=2SC(=NN2)N2N=CC=C2C)=O)OC